ClC=1C=C(C=CC1C)C=1NC(C=2N(C1)N=C(C2)C(=O)OCC)=O Ethyl 6-(3-chloro-4-methylphenyl)-4-oxo-4,5-dihydropyrazolo[1,5-a]pyrazine-2-carboxylate